4-(6-(4-aminopiperidine-1-carbonyl)-2-(p-tolyl)imidazo[1,2-a]pyridin-3-yl)benzonitrile NC1CCN(CC1)C(=O)C=1C=CC=2N(C1)C(=C(N2)C2=CC=C(C=C2)C)C2=CC=C(C#N)C=C2